C(C1=CC=CC=C1)ON1C(N(C=C1)CC1=CC(=C(C(=C1)OC)OC)OC)CC 1-benzyloxy-2-ethyl-3-(3,4,5-trimethoxybenzyl)imidazole